C12(CC3CC(CC(C1)C3)C2)NCC2=CC=C(CNC=3C=CC=C1C(=NN(C31)C)C3C(NC(CC3)=O)=O)C=C2 3-(7-((4-(((adamantan-1-yl)amino)methyl)benzyl)amino)-1-methyl-1H-indazol-3-yl)piperidine-2,6-dione